2-[4-(2-naphthyl)phenyl]-4-phenyl-6-spiro[9H-fluoren-9,9'-[9H]xanthen]-4-yl-1,3,5-triazine C1=C(C=CC2=CC=CC=C12)C1=CC=C(C=C1)C1=NC(=NC(=N1)C1=CC=CC=C1)C1=CC=CC2=C1C1=CC=CC=C1C21C2=CC=CC=C2OC=2C=CC=CC12